3-[4-(3,3-Difluorocyclobutyl)phenyl]azetidine, trifluoroacetic acid salt FC(C(=O)O)(F)F.FC1(CC(C1)C1=CC=C(C=C1)C1CNC1)F